2-methyl-N-((S)-tetrahydrofurane-3-yl)piperidin-4-amine CC1NCCC(C1)N[C@@H]1COCC1